5-((methylamino)methyl)benzoic acid CNCC=1C=CC=C(C(=O)O)C1